(2R,3S)-3-amino-2-hydroxy-4-phenylbutyl-N-isobutyl-2-methylthiobenzo[d]thiazole-6-sulfonamide N[C@H]([C@@H](CC1=CC(=CC2=C1N=C(S2)C)S(=O)(=S)NCC(C)C)O)CC2=CC=CC=C2